C(C)(C)(C)OC(=O)N[C@H]1C[C@@H](CC1)OC1=CC=C(C=C1C1=C(C(=CC=C1)F)C1CCC1)C=1C(=NN(C1)C)C(=O)OC methyl 4-(6-(((1R,3R)-3-((tert-butoxycarbonyl)amino)cyclopentyl)oxy)-2'-cyclobutyl-3'-fluoro-[1,1'-biphenyl]-3-yl)-1-methyl-1H-pyrazole-3-carboxylate